methylethynylbenzoic acid CC=1C(=C(C(=O)O)C=CC1)C#C